(3S,4S)-8-(8-bromo-7-methyl-imidazo[1,2-c]pyrimidin-5-yl)-3-methyl-2-oxa-8-azaspiro[4.5]decan-4-amine BrC=1C=2N(C(=NC1C)N1CCC3([C@@H]([C@@H](OC3)C)N)CC1)C=CN2